C(C)(C)(C)OC(=O)N1CC(=CC1)C1=CC=C(C=C1)CN1C=CC2=CC(=CC=C12)N1N=C(C=C1C)C(N)=O 3-(4-((5-(3-carbamoyl-5-methyl-1H-pyrazol-1-yl)-1H-indol-1-yl)methyl)phenyl)-2,5-dihydro-1H-pyrrole-1-carboxylic acid tert-butyl ester